O1CCC(CC1)N1N=CC(=C1)C=1C=CC2=C(C=3CN(C(C3C=C2)=O)CC(C(=O)N)=C)C1 2-({8-[1-(oxan-4-yl)-1H-pyrazol-4-yl]-3-oxo-1H,2H,3H-benzo[e]isoindol-2-yl}methyl)prop-2-enamide